methyl (S)-2-(1,3-dioxoisoindolin-2-yl)-6-hydroxyhexanoate O=C1N(C(C2=CC=CC=C12)=O)[C@H](C(=O)OC)CCCCO